triethylphosphonium tetrakis(pentafluorophenyl)borate disodium [Na].[Na].FC1=C(C(=C(C(=C1[B-](C1=C(C(=C(C(=C1F)F)F)F)F)(C1=C(C(=C(C(=C1F)F)F)F)F)C1=C(C(=C(C(=C1F)F)F)F)F)F)F)F)F.C(C)[PH+](CC)CC